C(C)(=O)OC[C@H]1O[C@@H](C=C[C@@H]1OC(C)=O)CC1=CC=C(C=C1)I [(2R,3S,6R)-3-(acetyloxy)-6-[(4-iodophenyl)methyl]-3,6-dihydro-2H-pyran-2-yl]methyl acetate